NC(C(CC(=O)O)C(=O)O)(C(=O)O)O amino-1-hydroxy-1,2,3-propanetricarboxylic acid